C(CC)S(=O)(=O)OC(C)CCCCCCCCCCCCCCCC 2-octadecyl propanesulfonate